N[NH3+] Amino-(Ammonium)